butyl-3-hydroxybutyrate C(CCC)OC(CC(C)O)=O